CC=1N=C(SC1)N1CCNCC1 4-(4-methyl-2-thiazolyl)-piperazine